(1R,5S,6S,7R)-7-(Tris(4-methoxyphenyl) methoxy)-3-hydroxy-8-isopropyl-8-azabicyclo[3.2.1]octan-6-yl acetate C(C)(=O)O[C@H]1[C@@H]2CC(C[C@H]([C@H]1OC(C1=CC=C(C=C1)OC)(C1=CC=C(C=C1)OC)C1=CC=C(C=C1)OC)N2C(C)C)O